4-((3-chloro-1,4-diphenoxy-1,4-dihydronaphthalen-2-ylamino)methyl)-N-(5-methyl-3H-pyrazol-3-yl)benzamide ClC1=C(C(C2=CC=CC=C2C1OC1=CC=CC=C1)OC1=CC=CC=C1)NCC1=CC=C(C(=O)NC2N=NC(=C2)C)C=C1